COC([C@@H](NC)CCOC1=NC=C(N=C1)C)=O N-methyl-O-(5-methylpyrazin-2-yl)homoserine methyl ester